2-Chloro-4-(trifluoromethyl)aniline ClC1=C(N)C=CC(=C1)C(F)(F)F